C(C(C)C)N1C=C(C2=CC=C(C=C12)C1=CC=CC=C1)C1=CC=C(CNC(OC(C)(C)C)=O)C=C1 tert-butyl (4-(1-isobutyl-6-phenyl-1H-indol-3-yl)benzyl)carbamate